5,5'-oxalyl-bis(thiophene-3-carbonitrile) C(C(=O)C1=CC(=CS1)C#N)(=O)C1=CC(=CS1)C#N